2-bromosuccinic acid dipropynyl ester C(#CC)OC(C(CC(=O)OC#CC)Br)=O